tert-butyl ((5S,8S,10aR)-8-(((R)-chroman-4-yl)carbamoyl)-3-(cyanomethyl)-6-oxodecahydropyrrolo[1,2-a][1,5]diazocin-5-yl)carbamate O1CC[C@H](C2=CC=CC=C12)NC(=O)[C@@H]1CC[C@H]2N1C([C@H](CN(CC2)CC#N)NC(OC(C)(C)C)=O)=O